4-(chloromethyl)-1-(3-chlorophenyl)-1H-pyrazole ClCC=1C=NN(C1)C1=CC(=CC=C1)Cl